CC1=NOC(=C1COC1=C(C(=O)O)C=CC=C1)C 2-((3,5-Dimethylisoxazol-4-yl)methoxy)benzoic acid